O1CCN(CC1)CCCOC1=CC=C(C=C1)NC1=NC=CC(=N1)NC=1C=NC2=C(C=CC=C2C1)C(F)(F)F 2-[p-(3-morpholinopropoxy)phenylamino]-4-[8-(trifluoromethyl)-3-quinolylamino]pyrimidine